NC(=O)NC(OC[C@@H](CC1=CC=CC=C1)N(C)C)=O (2R)-2-(dimethylamino)-3-phenylpropyl (aminocarbonyl)carbamate